C1(CCCCC1)NC1=NC(=NC=C1C=1C=NN(C1)C)NC1=C(C=CC=C1)OC N4-cyclohexyl-N2-(2-methoxyphenyl)-5-(1-methyl-1H-pyrazol-4-yl)pyrimidine-2,4-diamine